C(C1=CC=CC=C1)C1=NC(=NN1)C(=O)NC1CCC2=C(N(C1=O)C)C=C(C=C2)N2CCC1(CCOCC1)CC2 5-benzyl-N-(1-methyl-2-oxo-8-(3-oxa-9-azaspiro[5.5]undecan-9-yl)-2,3,4,5-tetrahydro-1H-benzo[b]azepin-3-yl)-1H-1,2,4-triazole-3-carboxamide